octyl-3-oxapentanediamide C(CCCCCCC)C(C(=O)N)OCC(=O)N